C(C)(C)(C)OC(=O)N1CC(CC1)CCO.OCCC1CN(CC1)C(=O)OC(C)(C)C tert-butyl 3-(2-hydroxyethyl)pyrrolidine-1-carboxylate tert-butyl-3-(2-hydroxyethyl)pyrrolidine-1-carboxylate